CN(C(=O)C=1N=C(C2=CC=CC=C2C1)N1CCCC2=CC(=C(C=C12)C(F)F)C=1C=NN(C1)C)C 1-[7-difluoromethyl-6-(1-methyl-1H-pyrazol-4-yl)-3,4-dihydro-2H-quinolin-1-yl]-isoquinoline-3-carboxylic acid dimethylamide